Cl.C1(CC1)OC1=C(C=CC=C1)[C@H](C(F)(F)F)N (R)-1-(2-cyclopropoxyphenyl)-2,2,2-trifluoroethylamine hydrochloride